Bis(phenyl) ether C1(=CC=CC=C1)OC1=CC=CC=C1